N-CYCLOPROPYL-3-(4-FORMYL-2-METHOXYPHENOXY)PROPANAMIDE C1(CC1)NC(CCOC1=C(C=C(C=C1)C=O)OC)=O